O1CC[C@]12COC[C@H]2N2N=CC(=C2)C=2C(=C(C=CC2)C2=NN(C1=CN=C(C=C12)NC(=O)C1CC1)C)OC N-(3-(3-(1-((4S,8R)-1,6-dioxaspiro[3.4]octan-8-yl)-1H-pyrazol-4-yl)-2-methoxyphenyl)-1-methyl-1H-pyrazolo[3,4-c]pyridin-5-yl)cyclopropanecarboxamide